[1,3-bis(2,4,6-trimethylphenyl)-4,5-dihydro-imidazol-2-ylidene]ruthenium (II) dichloride CC1=C(C(=CC(=C1)C)C)N1C(N(CC1)C1=C(C=C(C=C1C)C)C)=[Ru-2](Cl)Cl